3H-1,2,3-triazole N1=NNC=C1